N1CNC2C1=CN=C2 tetrahydropyrrolo[3,4-d]imidazole